1,1-difluoro-2-trifluoromethanesulfonyl-ethane FC(CS(=O)(=O)C(F)(F)F)F